dioctyltin bis(isooctylthioglycolate) salt C(CCCCC(C)C)C(C(=O)[O-])S.C(CCCCC(C)C)C(C(=O)[O-])S.C(CCCCCCC)[Sn+2]CCCCCCCC